(2s,3s,4r,5r)-3,4-dihydroxy-N-(methyl-d3)-5-(2-(1-methyl-1H-pyrrol-2-yl)-6-((methyl-d3)amino)-9H-purin-9-yl)tetrahydrofuran-2-carboxamide O[C@@H]1[C@H](O[C@H]([C@@H]1O)N1C2=NC(=NC(=C2N=C1)NC([2H])([2H])[2H])C=1N(C=CC1)C)C(=O)NC([2H])([2H])[2H]